2,6-Diformyl-4-methylphenyl dihydrogen phosphate P(=O)(OC1=C(C=C(C=C1C=O)C)C=O)(O)O